FC(C(=O)O)(F)F.ClC1=CC=C(CN2N=CC(=C2)C2=CC(=NC=C2)C=2NC(=C(N2)C#N)C)C=C1 2-{4-[1-(4-Chlorobenzyl)-1H-pyrazol-4-yl]pyridin-2-yl}-5-methyl-1H-imidazole-4-carbonitrile trifluoroacetate salt